NC=1C2=C(N=CN1)N(C=C2C=2C=C(OCCCP(O)(O)=O)C=CC2)C2CC(C2)CN2CCC2 3-(3-(4-amino-7-((1s,3s)-3-(azetidin-1-ylmethyl)cyclobutyl)-7H-pyrrolo[2,3-d]pyrimidin-5-yl)phenoxy)propylphosphonic acid